OC1(CC(C1)C(=O)N1CC2(C1)CCC(CC2)C2=CC=C(C=C2)C)C ((1s,3s)-3-hydroxy-3-methylcyclobutyl)(7-(p-tolyl)-2-azaspiro[3.5]non-2-yl)methanone